BrC1=CN2C(S1)=C(C=N2)C(=O)NC=2C(=NC=C(C2)NC(CN2[C@H](CCC2)C)=O)C (S)-2-Bromo-N-(2-methyl-5-(2-(2-methylpyrrolidin-1-yl)acetamido)pyridin-3-yl)pyrazolo[5,1-b]thiazole-7-carboxamide